BrC1=C(N)C=C(C(=C1Br)Br)Br 2,3,4,5-tetrabromoaniline